ClC1=C(C=C2[C@@H]3N(N4C(C2=C1)=CC(C(=C4)C(=O)OCC)=O)C(CCC3)(C)C)OCCCOC Ethyl (R)-13-chloro-12-(3-methoxypropoxy)-7,7-dimethyl-2-oxo-2,7,8,9,10,10a-hexahydrodipyrido[2,1-a:1',2'-c]phthalazine-3-carboxylate